(3R)-11-(2,4-difluorophenyl)-3-(dimethylamino)-8-((3S,5R)-3,5-dimethylpiperazin-1-yl)-10-(trifluoromethyl)-3,4-dihydro-2H,6H-[1,4]thiazepino[2,3,4-ij]quinazolin-6-one FC1=C(C=CC(=C1)F)C1=C(C=C2C(=NC(N3C2=C1SC[C@@H](C3)N(C)C)=O)N3C[C@@H](N[C@@H](C3)C)C)C(F)(F)F